2-(5-{[(1S,2S,3R,5R)-2-fluoro-8-azabicyclo[3.2.1]octan-3-yl](2-hydroxy-2-methylpropyl)amino}pyrazin-2-yl)-5-(1-methyl-1H-pyrazol-4-yl)phenol F[C@H]1[C@@H]2CC[C@H](C[C@H]1N(C=1N=CC(=NC1)C1=C(C=C(C=C1)C=1C=NN(C1)C)O)CC(C)(C)O)N2